5-chloro-isobenzofuran-1,3-dione ClC=1C=C2C(OC(C2=CC1)=O)=O